ethyl 4-cyano-2-methylsulfanyl-6-(1,4-oxazepan-4-yl)pyrimidine-5-carboxylate C(#N)C1=NC(=NC(=C1C(=O)OCC)N1CCOCCC1)SC